NC=1C=2N(C3=CC(=C(C=C3N1)F)C(=O)N1[C@@H]3[C@H](CCC1)OCC1=NC(=CC=C13)C(F)(F)F)C=NC2 (4-amino-7-fluoroimidazo[1,5-a]quinoxalin-8-yl)((4aS,10bS)-8-(trifluoromethyl)-2,3,4,4a,6,10b-hexahydro-1H-pyrano[3,2-b:5,4-b']dipyridin-1-yl)methanone